1,4-dichloro-8-methylpyrrolo[1,2-d][1,2,4]triazine ClC=1C=2N(C(=NN1)Cl)C=CC2C